bicycloheptyl citraconate C(\C(\C)=C/C(=O)O)(=O)O.C1(CCCCCC1)C1CCCCCC1